cis-cinnamic acid methyl ester COC(\C=C/C1=CC=CC=C1)=O